N-[7-[2-(dimethylamino)-2-oxo-ethyl]-2-methyl-indazol-5-yl]-4-[4-(ethylamino)-1-piperidyl]-2-methyl-indazole-7-carboxamide CN(C(CC1=CC(=CC2=CN(N=C12)C)NC(=O)C1=CC=C(C2=CN(N=C12)C)N1CCC(CC1)NCC)=O)C